3-oxopyruvic acid O=CC(C(=O)O)=O